N-(5-chloro-6-(2H-1,2,3-triazol-2-yl)pyridin-3-yl)-1-(2-(3-hydroxyazetidin-1-yl)-3-methylpyridin-4-yl)-5-(trifluoromethyl)-1H-pyrazole-4-carboxamide ClC=1C=C(C=NC1N1N=CC=N1)NC(=O)C=1C=NN(C1C(F)(F)F)C1=C(C(=NC=C1)N1CC(C1)O)C